O[C@H]1[C@@H]([C@H]([C@H](C1)O)C\C=C/CCCC(=O)OC(C)C)\C=C\[C@H](CCCCC(C)C)O isopropyl (Z)-7-((1R,2R,3R,5S)-3,5-dihydroxy-2-((S,E)-3-hydroxy-8-methylnon-1-en-1-yl)cyclopentyl)hept-5-enoate